OCC=1C=C(C=CC1)NS(=O)(=O)C1=CC=C(C=C1)NC(NCC=1C=NC=CC1)=O 3-(4-{[3-(hydroxymethyl)phenyl]sulfamoyl}phenyl)-1-(pyridin-3-ylmethyl)urea